OC=1C(=CC2=CN(N=C2C1C)C)C=1N=CC2=C(N1)C=CN(C2=O)C2C[C@H](N([C@@H](C2)C)C(=O)OC(C)(C)C)C tert-butyl (2R,6R)-4-[2-(6-hydroxy-2,7-dimethyl-indazol-5-yl)-5-oxo-pyrido[4,3-d]pyrimidin-6-yl]-2,6-dimethyl-piperidine-1-carboxylate